OCCN1C(NCC1)=O 1-(2-Hydroxyethyl)2-imidazolidone